COCO[C@@H]1[C@H]2[C@@H]3CC[C@H]([C@@H](CCC(=O)OC)C)[C@]3(CC[C@@H]2[C@]2(CC=CC[C@H]2C1)C)C methyl 7beta-methoxymethoxy-5beta-chol-2-enoate